ClC1=C2C(=NC=NC2=CC=C1NC(\C=C\CN(C)C1CC1)=O)NC1=C(C(=CC=C1)Cl)F (E)-N-(5-chloro-4-((3-chloro-2-fluorophenyl)amino)quinazolin-6-yl)-4-(cyclopropyl-(methyl)amino)but-2-enamide